COC1=CC=C(C=N1)CN1C2CN(CC1C2)C=2N=CC(=NC2)C=2C=1N(C=C(C2)OC[C@@H]2CNCCO2)N=CC1C (2S)-2-[[4-[5-[6-[(6-methoxypyridin-3-yl)methyl]-3,6-diazabicyclo[3.1.1]heptan-3-yl]pyrazin-2-yl]-3-methylpyrazolo[1,5-a]pyridin-6-yl]oxymethyl]morpholine